FC1=C(C=CC(=C1)F)C1=CN=C2C(=N1)N(C=C2)C2=CC(=C(C(=O)O)C=C2)NCC 4-(3-(2,4-difluorophenyl)-5H-pyrrolo[2,3-b]pyrazin-5-yl)-2-(ethylamino)benzoic acid